C1(CC1)S(=O)(=O)NC1=CC(=NC=C1)CNC(=O)C=1SC(=CN1)C1=CC=2N(N=C1)C=CC2 N-((4-(cyclopropanesulfonamido)pyridin-2-yl)methyl)-5-(pyrrolo[1,2-b]pyridazin-3-yl)thiazole-2-carboxamide